OC1C(NCCC1OC1OCC(C(C1O)O)O)=O 3-hydroxy-4-(3,4,5-trihydroxy-tetrahydro-pyran-2-yloxy)-piperidin-2-one